N-(cyclopropylmethyl)-3-fluoro-2-nitro-aniline C1(CC1)CNC1=C(C(=CC=C1)F)[N+](=O)[O-]